C[C@H]1N(CCOC1)C=1C2=C(N=C(N1)C1=C3C(=NC=C1)NC=C3)C(=CS2)C=2C=CC(=NC2)N2CCOCC2 (R)-3-methyl-4-(7-(2-morpholinylpyridin-5-yl)-2-(1H-pyrrolo[2,3-b]pyridin-4-yl)thieno[3,2-d]pyrimidin-4-yl)morpholine